[Eu+3].N1=CC=CC2=CC=C3C=CC=NC3=C12 (1,10-phenanthroline) europium (III)